COC=1C(=CC=2C(=C3C(=NC2C1)CCC3)NCC3CN(C3)C(C)C)OC 6,7-dimethoxy-N-{[1-(propan-2-yl)azetidin-3-yl]methyl}-1H,2H,3H-cyclopenta[b]quinolin-9-amine